(S)-4-(2-(3-(1-(4-methyl-4H-1,2,4-triazol-3-ylsulfanyl)ethyl)phenyl)-2H-1,2,3-triazol-4-yl)benzamide CN1C(=NN=C1)S[C@@H](C)C=1C=C(C=CC1)N1N=CC(=N1)C1=CC=C(C(=O)N)C=C1